3'-fluoro-[1,1'-biphenyl] FC=1C=C(C=CC1)C1=CC=CC=C1